C1(=CC=CC=C1)C=1C=C2C(=NC1B(O)O)NC=C2 5-PHENYL-1H-PYRROLO[2,3-B]PYRIDINE-6-BORONIC ACID